(S)-6-(1-(5-((cyclopropyl(methyl)amino)methyl)-7-((2-(methylamino)-1H-imidazol-1-yl)methyl)-1-oxo-3,4-dihydroisoquinolin-2(1H)-yl)ethyl)-4-ethoxynicotinonitrile C1(CC1)N(C)CC1=C2CCN(C(C2=CC(=C1)CN1C(=NC=C1)NC)=O)[C@@H](C)C1=NC=C(C#N)C(=C1)OCC